BrC1=NC=C(C=C1N)Cl 2-Bromo-3-Amino-5-Chloropyridine